C(C)C=1C=C2CCC(N(C2=CC1)S(=O)(=O)C=1C=CC(=C(CO)C1)OCC1CCOCC1)CC(C)C 5-((6-ethyl-2-isobutyl-3,4-dihydroquinolin-1(2H)-yl)sulfonyl)-2-((tetrahydro-2H-pyran-4-yl)methoxy)benzyl Alcohol